C[Si](C)(C)C#CC1=CC(=NC=C1)CO (4-((trimethylsilyl)ethynyl)pyridin-2-yl)methanol